para-bromo-D-phenylalanine BrC1=CC=C(C[C@@H](N)C(=O)O)C=C1